acryloyloxypentyl 3-phosphorylpropionate P(=O)#CCC(=O)OCCCCCOC(C=C)=O